2,6-dimethylnicotinic acid ethyl ester C(C)OC(C1=C(N=C(C=C1)C)C)=O